BrC=1N([C@]2([C@H](O)[C@H](O)[C@@H](CO)O2)S(=O)(=O)C2=CC(C(C)C=C2)=O)C2=NC=NC(C2(N1)P(=O)(O)O)=N (dl)-8-bromo-2-oxo-p-toluenesulfonyl-5-phosphoadenosine